CN1C2=CC=CC=C2C=2C=C(C=CC12)C=O 9-methyl-9H-carbazole-3-carbaldehyde